6-((1-Acetylpiperidin-4-yl)amino)pyrimidine-4-carboxylic acid C(C)(=O)N1CCC(CC1)NC1=CC(=NC=N1)C(=O)O